(R)-N-(1-(2-chloro-3-methoxyphenyl)-1,4,5,7-tetrahydropyrano[3,4-c]pyrazol-4-yl)-5-ethyl-1-methyl-1H-imidazole-4-carboxamide ClC1=C(C=CC=C1OC)N1N=CC2=C1COC[C@@H]2NC(=O)C=2N=CN(C2CC)C